5-(2-chloropyrimidin-4-yl)-1,3-bis((2-(trimethylsilyl)ethoxy)methyl)-1H-benzo[d]imidazol-2(3H)-one ClC1=NC=CC(=N1)C1=CC2=C(N(C(N2COCC[Si](C)(C)C)=O)COCC[Si](C)(C)C)C=C1